Ethyl butyrate C(CCC)(=O)OCC